6-methoxy-2-(2-methoxy-6-methyl-quinazolin-8-yl)benzo[d]thiazole COC1=CC2=C(N=C(S2)C=2C=C(C=C3C=NC(=NC23)OC)C)C=C1